5-(2-(5-methyloctahydroisoquinolin-2(1H)-yl)-2-oxoacetamido)nicotinamide CC1C2CCN(CC2CCC1)C(C(=O)NC=1C=NC=C(C(=O)N)C1)=O